(S)-1-(5-cyano-2,4-dioxo-1,4-dihydroquinazolin-3(2H)-yl)-N-(1-(5-cyano-3-fluoropyridin-2-yl)ethyl)cyclopropane-1-carboxamide C(#N)C1=C2C(N(C(NC2=CC=C1)=O)C1(CC1)C(=O)N[C@@H](C)C1=NC=C(C=C1F)C#N)=O